(S)-3,5-difluoro-N-methyl-4-(3-(morpholin-2-ylmethyl)-7-vinylimidazo[1,2-a]pyridin-2-yl)benzamide FC=1C=C(C(=O)NC)C=C(C1C=1N=C2N(C=CC(=C2)C=C)C1C[C@H]1CNCCO1)F